6-(2-ethoxyphenyl)-3-[(2R)-2-ethyl-4-[(2S)-2-(trifluoromethyl)pyrrolidine-1-carbonyl]piperazin-1-yl]pyridine-2-carboxylic acid C(C)OC1=C(C=CC=C1)C1=CC=C(C(=N1)C(=O)O)N1[C@@H](CN(CC1)C(=O)N1[C@@H](CCC1)C(F)(F)F)CC